C(C)(=O)O[C@H]1[C@@H](SC2=CC(=C(C=C2)Cl)Cl)O[C@@H]([C@@H]([C@@H]1N1N=NC(=C1)C=1SC=C(N1)Cl)OC(C)=O)COC(C)=O 3,4-dichlorophenyl 2,4,6-tri-O-acetyl-3-deoxy-3-[4-(4-chloro-thiazol-2-yl)-1H-1,2,3-triazol-1-yl]-1-thio-alpha-D-galactopyranoside